NCC=1N=C2N(C=C(C=C2C2(CN(C2)C(=O)OC(C)(C)C)O)C2CC2)C1 tert-butyl 3-(2-(aminomethyl)-6-cyclopropylimidazo[1,2-a]pyridin-8-yl)-3-hydroxyazetidine-1-carboxylate